3-(3-hydroxy-5-(3-((4-(2-methoxyethyl)phenoxy)methyl)phenyl)picolinamido)-2,2-dimethylpropanoic acid OC=1C(=NC=C(C1)C1=CC(=CC=C1)COC1=CC=C(C=C1)CCOC)C(=O)NCC(C(=O)O)(C)C